FC1(O[C@@H](CN(C1)C=1N=C(C=2N(C(C3=C(N2)COC3)=O)C1)C1=C(C=C(C=C1)F)F)C1=CC(=NC=C1)C)F |o1:3| (R or S)-7-(2,2-difluoro-6-(2-methylpyridin-4-yl)morpholino)-5-(2,4-difluorophenyl)-1,3-dihydro-10H-furo[3,4-d]pyrazino[1,2-a]pyrimidin-10-one